C(#N)C1=C(C=C(C=C1)N(C(OC(C)(C)C)=O)CC)NC1=C(C=CC=C1)C tert-butyl N-[4-cyano-3-(2-methylanilino)phenyl]-N-ethyl-carbamate